COC(=O)[C@H]1NC(C2=NC3=CC=CC=C3C2C1)(CO[Si](C)(C)C(C)(C)C)CO[Si](C)(C)C(C)(C)C (3S)-1,1-di(tert-butyldimethylsilyloxy)methyl-tetrahydro-beta-carboline-3-carboxylic acid methyl ester